C(C)OC(\C=C/CCCCCCCCCCCCC)=O (Z)-hexadecenoic acid ethyl ester